NC1=NC=C(C=C1OCC=1C=C(C=CC1)NC(C1=CC(=CC=C1)F)=O)Cl N-(3-(((2-amino-5-chloropyridin-3-yl)oxy)methyl)phenyl)-3-fluorobenzamide